CON(C(=O)C=1OC(=NN1)C)C N-Methoxy-N,5-dimethyl-1,3,4-oxadiazole-2-carboxamide